2-chloro-6-(4-methoxybenzyl)-8,8-dimethyl-5,8-dihydro-1,6-naphthyridin-7(6H)-one ClC1=NC=2C(C(N(CC2C=C1)CC1=CC=C(C=C1)OC)=O)(C)C